(11,12-epoxydodecyl)trimethoxysilane C(CCCCCCCCCC1CO1)[Si](OC)(OC)OC